(3-cyanooxetan-3-yl)-1,3-diethyl-2,4-dioxoquinazoline-6-sulfonamide C(#N)C1(COC1)C1=C2C(N(C(N(C2=CC=C1S(=O)(=O)N)CC)=O)CC)=O